C(C)(C)(C)OC(=O)N1CC(C1)C(CC(C(=O)N1CCN(CC1)C1=CC(=CC(=C1)Cl)Cl)C)=O.OCCC(C)(O[Si](OCC)(OCC)CCCN)CCO bis(2-hydroxyethyl)-3-aminopropyltriethoxysilane tert-butyl-3-[4-[4-(3,5-dichlorophenyl)piperazin-1-yl]-3-methyl-4-oxo-butanoyl]azetidine-1-carboxylate